2-(dimethylamino)-N-methyl-N-(5-((4-((3-(2-oxo-1,3-oxazinan-3-yl)propyl)amino)-5-(trifluoromethyl)pyrimidin-2-yl)amino)oxazol-2-yl)acetamide CN(CC(=O)N(C=1OC(=CN1)NC1=NC=C(C(=N1)NCCCN1C(OCCC1)=O)C(F)(F)F)C)C